OC1=CC(=NC=C1)C1=NC=CC=C1 4-hydroxy-2,2'-bipyridine